2-methyl-N-[1,1-bis(hydroxymethyl)ethyl]propionamide CC(C(=O)NC(C)(CO)CO)C